NS(C1=CC=C(C=C1)CN(C(=O)CCC(=O)OC)C)(=O)=NC(NC1=C2CCCC2=CC=2CCCC12)=O methyl 3-[([4-[amino([[(1,2,3,5,6,7-hexahydro-s-indacen-4-yl)carbamoyl]imino])oxo-λ6-sulfanyl]phenyl]methyl)(methyl)-carbamoyl]propanoate